benzyl (3a-(4-bromophenyl)-3-(3-fluorophenyl)-8,8b-dihydroxy-6-methoxy-2,3,3a,8b-tetrahydro-1H-cyclopenta[b]benzofuran-1-yl)carbamate BrC1=CC=C(C=C1)C12OC3=C(C1(C(CC2C2=CC(=CC=C2)F)NC(OCC2=CC=CC=C2)=O)O)C(=CC(=C3)OC)O